C(C1=CC=CC=C1)N1CCC(CC1)(C)SCC(C)C 1-benzyl-4-(isobutylsulfanyl)-4-methylpiperidine